1,2,4-trihydroxybutane OCC(CCO)O